COC1=CC=C(C=C1)O C4-methoxyphenol